C(C)(C)(C)OC(=O)NC=1C=2N(C3=C(N1)C=NC(=C3)C(=O)OC)C(=NC2)C methyl 4-((tert-butoxycarbonyl)amino)-1-methylimidazo[1,5-a]pyrido[3,4-e]pyrazine-8-carboxylate